OC1=C(C=O)C=C(C=C1)CN1CCN(CC1)C1=C(C=C(C=C1)C1=NC(=NO1)C1=CC=C(C=C1)OC)[N+](=O)[O-] 2-hydroxy-5-((4-(4-(3-(4-methoxyphenyl)-1,2,4-oxadiazol-5-yl)-2-nitrophenyl)piperazin-1-yl)methyl)benzaldehyde